C(CCCCCCCCC)N(CCCCCCCCCC)CC(=O)OCCCCC 1-pentanol N,N-didecylaminoacetate